2-(6-tert-butyl-5-chloro-2-methyl-3-pyridyl)-5-(1,4-dimethylimidazol-2-yl)-1H-1,6-naphthyridin-4-one C(C)(C)(C)C1=C(C=C(C(=N1)C)C=1NC2=CC=NC(=C2C(C1)=O)C=1N(C=C(N1)C)C)Cl